NC=1C=C(C=CC1)C=1N=C(SC1)NC(CSC1=NC2=NC=CN=C2C(N1CCC1=CC=CC=C1)=O)=O N-(4-(3-aminophenyl)thiazol-2-yl)-2-((4-oxo-3-phenethyl-3,4-dihydropteridin-2-yl)thio)acetamide